3-fluoroazetidine-1-sulfonamide trifluoroacetic acid salt FC(C(=O)O)(F)F.FC1CN(C1)S(=O)(=O)N